COC=1C=C(C=CC1)C(C(NS(=O)(=O)C=1SC=CC1)=O)N1C=CC2=C(C=CC=C12)NCC(=O)O N-(1-(1-(3-methoxyphenyl)-2-oxo-2-(thiophene-2-sulfonamido)ethyl)indol-4-yl)glycine